5-(N-(2-(dimethylamino)ethyl)sulfamoyl)-N-(6-methylquinolin-8-yl)pyrazine-2-carboxamide CN(CCNS(=O)(=O)C=1N=CC(=NC1)C(=O)NC=1C=C(C=C2C=CC=NC12)C)C